COC=1C=C2C(=C(C(N(C2=CC1O[C@H]1COCC1)C)=O)C(=O)N)N1CCC(CC1)C=1OC2=C(N1)C=C(C=C2)C |r| rac-6-methoxy-1-methyl-4-[4-(5-methyl-1,3-benzooxazol-2-yl)piperidin-1-yl]-2-oxo-7-[(oxolan-3-yl)oxy]-1,2-dihydroquinoline-3-carboxamide